COC1=CC2=C(N(C=N2)C2=CC=C(C=C2)NC(=O)N2N=C(C=C2N)C(C)(C)C)C=C1OC 5-amino-3-tert-butyl-pyrazole-1-carboxylic acid [4-(5,6-dimethoxy-benzoimidazol-1-yl)-phenyl]-amide